The molecule is a C-glycosyl compound that is isovitexin with the hydroxy group at position 7 replaced with a glucopyranosyl entity which in turn is substituted at position 6 by a feruloyl moiety. It has a role as a metabolite. It is a dihydroxyflavone, a C-glycosyl compound and a cinnamate ester. It derives from an isovitexin and a ferulic acid. COC1=C(C=CC(=C1)/C=C/C(=O)OCC2[C@H]([C@@H]([C@H](C(O2)OC3=C(C(=C4C(=C3)OC(=CC4=O)C5=CC=C(C=C5)O)O)[C@H]6[C@@H]([C@H]([C@@H]([C@H](O6)CO)O)O)O)O)O)O)O